CC(CO)S(=O)(=O)[O-].[Na+] sodium 1-methyl isethionate